OC[C@H](C1=CC=CC=C1)NC1=CC(=NC=C1C1=NC(=NO1)N1CCOCC1)NC1=CC=C2C(=N1)C(OC2O)(C)C 2-((4-(((S)-2-hydroxy-1-phenylethyl)amino)-5-(3-morpholino-1,2,4-oxadiazol-5-yl)pyridin-2-yl)amino)-7,7-dimethyl-5,7-dihydrofuro[3,4-b]pyridin-5-ol